(1-fluorocyclopropyl)-10-methoxy-2H-pyrido[2,1-a]isoquinolin-2-ol FC1(CC1)C=1C(C=CN2C1C1=CC(=CC=C1C=C2)OC)O